(3aS,4S,5S,6aR)-2-((S)-2-(3,5-difluoro-4-hydroxyphenyl)-2-hydroxyethyl)-5-(2-fluorophenoxy)hexahydrocyclopenta[c]pyrrole-3a,4(1H)-diol FC=1C=C(C=C(C1O)F)[C@@H](CN1C[C@@H]2[C@](C1)([C@H]([C@H](C2)OC2=C(C=CC=C2)F)O)O)O